1-(3-bromo-4-methoxyphenyl)-3-methyl-1H-pyrazol-5(4H)-one BrC=1C=C(C=CC1OC)N1N=C(CC1=O)C